cumyl phenyl ether C1(=CC=CC=C1)OC(C)(C)C1=CC=CC=C1